methyl 2-bromo-5-fluoro-4-meth-ylbenzoate BrC1=C(C(=O)OC)C=C(C(=C1)C)F